(benzyloxy)-6-((7-(benzyloxy)-6-(methoxy-d3)-1,2,3,4-tetrahydroisoquinolin-1-yl) methyl)-3-methoxybenzyl acetate C(C)(=O)OC(C1=CC(=CC=C1CC1NCCC2=CC(=C(C=C12)OCC1=CC=CC=C1)OC([2H])([2H])[2H])OC)OCC1=CC=CC=C1